NC1=NC=NN2C1=C(C=C2C2=NSC(=C2)C)C2=CC(=C(C=C2)NC(OC(C)(C)C)=O)OC tert-Butyl (4-(4-amino-7-(5-methylisothiazol-3-yl)pyrrolo[2,1-F][1,2,4]triazin-5-yl)-2-methoxyphenyl)carbamate